CC=1C(=NC=C(C1)C)N[C@H]1C[C@H](N(C1)C(=O)OC(C)(C)C)CO tert-butyl (2S,4S)-4-(3,5-dimethylpyridin-2-ylamino)-2-hydroxymethylpyrrolidine-1-carboxylate